5-{[(2,2-Dimethylpropionyl)amino]methyl}-N-[1-(propan-2-yl)-1H-indazol-4-yl]-2-(trifluoromethyl)benzamide [(butylamino)carbonyl]-oxylethyl-acrylate C(CCC)NC(=O)C=C(C(=O)O)CCO.CC(C(=O)NCC=1C=CC(=C(C(=O)NC2=C3C=NN(C3=CC=C2)C(C)C)C1)C(F)(F)F)(C)C